tert-butyl (E)-7-(((tert-butylsulfinyl)imino)methyl)-2-azaspiro[3.5]nonane-2-carboxylate C(C)(C)(C)S(=O)\N=C\C1CCC2(CN(C2)C(=O)OC(C)(C)C)CC1